C(CCCCN(C([O-])=O)C)N(C([O-])=O)C pentandiyl-bis(methyl carbamate)